C(#N)C=1C=CC(=C2C(=CNC12)CCNC(C)=O)F N-[2-(7-cyano-4-fluoro-1H-indol-3-yl)ethyl]acetamide